C(C)(C)(C)[S@@](=O)NC1C2=C(N(C(=C2CCC1)C(=O)NC1=CC(=C(C=C1)F)Cl)C)Cl 4-(((R)-tert-butylsulfinyl)amino)-3-chloro-N-(3-chloro-4-fluorophenyl)-2-methyl-4,5,6,7-tetrahydro-2H-isoindole-1-carboxamide